N-{9-cyano-4-methyl-9-azabicyclo[4.2.1]nonan-2-yl}-1-[4-(trifluoromethyl)phenyl]cyclopropane-1-carboxamide C(#N)N1C2C(CC(CC1CC2)C)NC(=O)C2(CC2)C2=CC=C(C=C2)C(F)(F)F